((3-(5-(Dimethylphosphoryl)-1-methyl-1H-pyrazol-3-yl)-5-fluoro-2-methoxyphenyl)amino)-6-((4-methylpyridin-2-yl)amino)pyridazine-3-carboxamide CP(=O)(C)C1=CC(=NN1C)C=1C(=C(C=C(C1)F)NC1=C(N=NC(=C1)NC1=NC=CC(=C1)C)C(=O)N)OC